CSC1=CC=C(CN2N=CC(=C2)[N+](=O)[O-])C=C1 (4-(methylthio)benzyl)-4-nitro-1H-pyrazole